1-[4-[6-chloro-7-(3-methyl-2-pyridyl)quinazolin-4-yl]piperazin-1-yl]prop-2-en-1-one ClC=1C=C2C(=NC=NC2=CC1C1=NC=CC=C1C)N1CCN(CC1)C(C=C)=O